Tert-butyl-(3R,5S)-4-(6-bromoquinazolin-4-yl)-3,5-dimethylpiperazine C(C)(C)(C)N1C[C@H](N([C@H](C1)C)C1=NC=NC2=CC=C(C=C12)Br)C